FC(C1=CC=C2[C@H](COC3(C2=C1)CC3)O)(F)F (R)-7'-(trifluoromethyl)spiro[cyclopropane-1,1'-isochroman]-4'-ol